FC=1SC(=CC1C#N)COC1OCCCC1 2-fluoro-5-(((tetrahydro-2H-pyran-2-yl)oxy)methyl)thiophene-3-carbonitrile